methyl-2-(2-hydroxy-3,5-di-tert-butylphenyl)-2H-benzotriazole CC1=CC=CC2=NN(N=C21)C2=C(C(=CC(=C2)C(C)(C)C)C(C)(C)C)O